C(C)SC1=CC=CC=2C=3N(C(=NC12)N[C@H]1C(NCCNC1)=O)N=C(N3)C=3C=NN(C3)C (6R)-6-{[7-(ethylsulfanyl)-2-(1-methyl-1H-pyrazol-4-yl)[1,2,4]triazolo[1,5-c]quinazolin-5-yl]amino}-1,4-diazepan-5-one